4-[({[(tert-butoxy)carbonyl]amino}sulfonyl)(1-methyl-1H-pyrazol-4-yl)amino]-1-methylpiperidin-1-ium trifluoroacetate FC(C(=O)[O-])(F)F.C(C)(C)(C)OC(=O)NS(=O)(=O)N(C1CC[NH+](CC1)C)C=1C=NN(C1)C